C1(=CC=CC=C1)[C@H]1CC[C@H](CC1)OC[C@@H]1N(CC[C@@H]1NS(=O)(=O)C)C=1C=C2C(=NC1)C=CN2 N-((CIS)-2-((((CIS)-4-phenylcyclohexyl)oxy)methyl)-1-(1H-pyrrolo[3,2-b]pyridin-6-yl)pyrrolidin-3-yl)methanesulfonamide